4-[5-(1-ethyl-3-methyl-1H-pyrazol-5-yl)-4H-1,2,4-triazol-3-yl]-1-[1-(piperidin-1-yl)propan-2-yl]-1H-indazole-6-carboxamide C(C)N1N=C(C=C1C=1NC(=NN1)C1=C2C=NN(C2=CC(=C1)C(=O)N)C(CN1CCCCC1)C)C